o-tolylthioisothiocyanate C1(=C(C=CC=C1)SN=C=S)C